N[C@@H]1C(N(C2=C(OC1)C=C(C(=C2)OC)OC)C)=O (S)-3-amino-7,8-dimethoxy-5-methyl-2,3-dihydrobenzo[b][1,4]oxazepin-4(5H)-one